2-tertButylcyclohexanol C(C)(C)(C)C1C(CCCC1)O